C(C)(=O)[O-].C(C(=C)C)(=O)OCC[NH+](C)C [2-(methacryloyloxy)ethyl](dimethylammonium) acetate